3-bromo-N-(1-((tert-butyldimethylsilyl)oxy)-2-methylpropan-2-yl)-5-chloropyridin-2-amine BrC=1C(=NC=C(C1)Cl)NC(CO[Si](C)(C)C(C)(C)C)(C)C